CC1=NC(=CC(=C1)C=1NC2=CC=C(C=C2C1C(C)C)CCN1CCOCC1)C 4-(2-(2-(2,6-dimethylpyridin-4-yl)-3-isopropyl-1H-indol-5-yl)ethyl)morpholine